sodium mono-citrate C(CC(O)(C(=O)[O-])CC(=O)[O-])(=O)[O-].[Na+].[Na+].[Na+]